4-fluoro-N-((S)-((1r,4S)-4-fluorocyclohexyl)(5-((S)-2-methoxy-1-((S)-2-oxo-4-(trifluoromethyl)imidazolidin-1-yl)ethyl)benzo[d]oxazol-2-yl)methyl)-1-methyl-1H-pyrazole-5-carboxamide FC=1C=NN(C1C(=O)N[C@H](C=1OC2=C(N1)C=C(C=C2)[C@@H](COC)N2C(N[C@@H](C2)C(F)(F)F)=O)C2CCC(CC2)F)C